(S)-N-((3S,4S)-4-fluoro-1-(6-methylpyridin-3-yl)pyrrolidin-3-yl)-4-(5-(5-fluoro-2-methoxypyridin-4-yl)-1H-pyrazole-3-carbonyl)-4-azaspiro[2.5]octane-7-carboxamide F[C@@H]1[C@H](CN(C1)C=1C=NC(=CC1)C)NC(=O)[C@H]1CCN(C2(CC2)C1)C(=O)C1=NNC(=C1)C1=CC(=NC=C1F)OC